(S)-3-(1H-Benzo[d]imidazol-5-yl)-4-(4-(3,3-difluoropropoxy)phenyl)oxazolidin-2-on N1C=NC2=C1C=CC(=C2)N2C(OC[C@@H]2C2=CC=C(C=C2)OCCC(F)F)=O